NC=1C=C(C(=O)O)C=CC1C(=O)O m-aminoterephthalic acid